N-[(3E)-3-[(4-methoxyphenyl)imino]-5,5-dimethyl-1-cyclohexen-1-yl]-Glycine COC1=CC=C(C=C1)\N=C/1\C=C(CC(C1)(C)C)NCC(=O)O